N-(4-((4-Acetamidobenzyl)amino)-2-amino-3-fluorophenyl)octanamid C(C)(=O)NC1=CC=C(CNC2=C(C(=C(C=C2)NC(CCCCCCC)=O)N)F)C=C1